[(2S,3S,4S)-3,4-bis(acetyloxy)-5-azido-6-(nitrooxy)oxan-2-yl]methyl acetate C(C)(=O)OC[C@@H]1OC(C([C@@H]([C@@H]1OC(C)=O)OC(C)=O)N=[N+]=[N-])O[N+](=O)[O-]